5-(dimethylamino)-2-(4-methoxybenzyl)-4-(2,2,2-trifluoro-1-hydroxyethyl)pyridazin CN(C=1C(=CN(NC1)CC1=CC=C(C=C1)OC)C(C(F)(F)F)O)C